methyl 3-cyano-4-propylbenzoate C(#N)C=1C=C(C(=O)OC)C=CC1CCC